6-(2,4-Difluoro-3-methyl-phenyl)-1-[(5-fluoro-3-pyridyl)methyl]-3-methyl-imidazo[4,5-b]pyridin-2-one FC1=C(C=CC(=C1C)F)C=1C=C2C(=NC1)N(C(N2CC=2C=NC=C(C2)F)=O)C